Dimethyl ((4-bromophenyl)methylene)bis(6-methoxy-3,1-phenylene) biscarbonate C(OC)(OC1=CC(=CC=C1OC)C(C=1C=C(C(=CC1)OC)OC(OC)=O)C1=CC=C(C=C1)Br)=O